1-(2-(isoxazol-3-ylamino)-2-oxoethyl)-1-(2-((4-(methoxycarbonyl)-2-methylthiophen-3-yl)amino)-2-oxoethyl)-4,4-dimethylpiperidin-1-ium O1N=C(C=C1)NC(C[N+]1(CCC(CC1)(C)C)CC(=O)NC1=C(SC=C1C(=O)OC)C)=O